C(C)(C)C1=NN(C(C=2N1C1=C(C2)SC=N1)=O)CC(=O)N[C@H]1CNCCC1 (R)-2-(5-Isopropyl-8-oxothiazolo[5',4':4,5]pyrrolo[1,2-d][1,2,4]triazin-7(8H)-yl)-N-(piperidin-3-yl)acetamid